ClC1=CC(=C(C(=O)N2C[C@H](N(CC2)C2=C(C=C(C=C2)C2=C(C=CC=C2)OCCOC)CN)CC)C=C1)C(F)(F)F 1-{4-[(2R)-4-[4-chloro-2-(trifluoromethyl)benzoyl]-2-ethylpiperazin-1-yl]-2'-(2-methoxyethoxy)-[1,1'-biphenyl]-3-yl}methylamine